[K].C(CC(C)C)C=1[C@@H](CCC1)OCCCC=O |r| (+-)-4-[(2-isopentylcyclopent-2-en-1-yl)oxy]butanal potassium